3-([[(9H-fluoren-9-ylmethoxy)carbonyl]amino]methyl)bicyclo[1.1.1]pentane-1-carboxylic acid C1=CC=CC=2C3=CC=CC=C3C(C12)COC(=O)NCC12CC(C1)(C2)C(=O)O